1-bromo-8-chloro-3-isopropylimidazo[1,5-a]pyrazine BrC=1N=C(N2C1C(=NC=C2)Cl)C(C)C